C1=2C=CC=CC2C(C1)C(=O)NC=1C=C(C=C(C1)C(F)(F)F)NC(=O)[N-]C1=C[N+](=NO1)CC1=NC=CC=C1 ((3-(Bicyclo[4.2.0]octa-1(6),2,4-triene-7-carboxamido)-5-(trifluoromethyl)phenyl)-carbamoyl)(3-(pyridin-2-ylmethyl)-1,2,3-oxadiazol-3-ium-5-yl)amide